(2,4,6-trichlorophenyl) 7-chloro-6-fluoro-2-(oxan-2-yl)indazole-4-carboxylate ClC1=C(C=C(C2=CN(N=C12)C1OCCCC1)C(=O)OC1=C(C=C(C=C1Cl)Cl)Cl)F